CC1=NC=C2N1C=CC(=C2)S(=O)(=O)N 3-methyl-imidazo[1,5-a]pyridine-7-sulfonamide